C1=CC(=CC=C1C[C@@H](C(=O)NCCCNCCCCN)NC(=O)C2C(O2)C(=O)O)O The molecule is an epoxide which is a carboxamide obtained by the formal condensation of one of the carboxy groups of oxirane-2,3-dicarboxylic acid with N-{3-[(4-aminobutyl)amino]propyl}-L-tyrosinamide. It is a natural product, isolated from Gliocladium sp. F-2665. TMC-52A acts as an inhibitor of cysteine proteinases, particularly cathepsin B (EC 3.4.22.1), cathepsin L (EC 3.4.22.15), and papain (EC 3.4.22.2); IC50 values are 320 nM, 13 nM, and 44 nM, respectively. The epoxide group has trans configuration but its exact stereochemistry is uncertain: it is either (2R,3R) or (2S,3S). It has a role as an antimicrobial agent, a cathepsin L (EC 3.4.22.15) inhibitor, an EC 3.4.22.2 (papain) inhibitor, a cathepsin B inhibitor and a fungal metabolite. It is an epoxide, a monocarboxylic acid, a member of phenols, a primary amino compound, a secondary amino compound and a dicarboxylic acid monoamide.